CC1(COC1)NCC(=O)OCC1=CC=CC=C1 benzyl (3-methyloxetan-3-yl)glycinate